(3R,4S)-3-(3-(DIFLUOROMETHYL)AZETIDIN-1-YL)CHROMAN FC(C1CN(C1)[C@H]1COC2=CC=CC=C2C1)F